ethyl 2-oxo-2-((2-oxo-1-(8-oxo-1,7-naphthyridin-7(8H)-yl)-2-(4-(trifluoromethyl)phenyl)ethyl)amino)acetate O=C(C(=O)OCC)NC(C(C1=CC=C(C=C1)C(F)(F)F)=O)N1C=CC=2C=CC=NC2C1=O